NCC=1C=C(C=C(C1)F)NC1CCN(CC1)C N-(3-(aminomethyl)-5-fluorophenyl)-1-methylpiperidin-4-amine